2-phenylethyl butyrate (phenylethyl butyrate) C1(=CC=CC=C1)CCC(C(=O)O)CC.C(CCC)(=O)OCCC1=CC=CC=C1